C1(CC1)CN1CCN(C2=CC=CC=C12)C(CCN1CCCC1)=O 1-(4-(cyclopropylmethyl)-3,4-dihydroquinoxaline-1(2H)-yl)-3-(pyrrolidin-1-yl)propan-1-one